BrC=1C=CC(=C(OCC(=O)C=2C=NC(=CC2)OC)C1)OCC1=CC=C(C=C1)OC 2-(5-bromo-2-((4-methoxybenzyl)oxy)phenoxy)-1-(6-methoxypyridin-3-yl)ethan-1-one